FC1=C(C(=CC(=C1)OC1CN(C1)CCCF)F)[C@H]1N([C@@H](CC2=C1NC1=CC=CC=C21)C)C[C@@H](C(=O)O)C (S)-3-((1R,3R)-1-(2,6-difluoro-4-((1-(3-fluoropropyl)azetidin-3-yl)oxy)phenyl)-3-methyl-1,3,4,9-tetrahydro-2H-pyrido[3,4-b]indol-2-yl)-2-methylpropanoic acid